4-(pentafluoro-λ6-sulfanyl)-N-[cis-4-[4-(3-methyl-2H-indazol-5-yl)benzenesulfonyl]cyclohexyl]aniline FS(C1=CC=C(N[C@@H]2CC[C@@H](CC2)S(=O)(=O)C2=CC=C(C=C2)C2=CC3=C(NN=C3C=C2)C)C=C1)(F)(F)(F)F